CC1=C(C=C(C(=C1)OC1=CC(=CC=C1)SC(C(F)F)(F)F)C)N=CN(C)CC N'-(2,5-dimethyl-4-{3-[(1,1,2,2-tetrafluoro-ethyl)sulfanyl]phenoxy}phenyl)-N-ethyl-N-methylimidoformamide